OC1=C(C=CC(=C1)OCC1OC1)C1=NC(=NC(=N1)C1=C(C=C(C=C1)CCCCCCCCCCCCCCC)O)C1=C(C=C(C=C1)CCCCCCCCCCCCCCC)O 2-[4-[2-hydroxy-4-(oxiran-2-ylmethoxy)phenyl]-6-(2-hydroxy-4-pentadecyl-phenyl)-1,3,5-triazin-2-yl]-5-pentadecyl-phenol